CC([C@@H](C(=O)O)NC(C(F)(F)F)=O)(C)C (2S)-3,3-dimethyl-2-[(trifluoroacetyl)amino]butyric acid